C(C)(C)(C)OC(=O)N1CC=2C(=NC=C(C2C1=O)NC1=NC(=C(C=C1)C1COCC1)CO)Cl 4-chloro-7-((6-(hydroxymethyl)-5-(tetrahydrofuran-3-yl)pyridin-2-yl)amino)-1-oxo-1,3-dihydro-2H-pyrrolo[3,4-c]pyridine-2-carboxylic acid tert-butyl ester